CC1=C(C=CC(=C1)C)SC1=C(C=CC=C1)N1CCN(CC1)CN1CCN(CC1)C1=C(C=CC=C1)SC1=C(C=C(C=C1)C)C bis[4-[2-((2,4-dimethylphenyl)thio)phenyl]piperazine-1-yl]methane